(1S,3R,4S,5R)-3-((5-chloro-4-(8-fluoro-2-(2-hydroxypropan-2-yl)quinoxalin-6-yl)pyrimidin-2-yl)amino)-6,8-dioxabicyclo[3.2.1]octan-4-ol ClC=1C(=NC(=NC1)N[C@@H]1C[C@H]2CO[C@@H]([C@H]1O)O2)C=2C=C1N=CC(=NC1=C(C2)F)C(C)(C)O